(tert-butyl-imino)-2,2-diethyl-pyrrolidine C(C)(C)(C)N=C1C(NCC1)(CC)CC